CN1N=CC2=CC=C(C=C12)C=1C2=C(NN1)C1=C(C2)SC(=C1)C1=CC=C(C=N1)CN1CCOCC1 4-((6-(3-(1-methyl-1H-indazol-6-yl)-1,4-dihydro-thieno[2',3':4,5]cyclopenta[1,2-c]pyrazol-6-yl)pyridin-3-yl)methyl)morpholine